methyl 5-(thiazol-2-yl)-2-naphthoate S1C(=NC=C1)C1=C2C=CC(=CC2=CC=C1)C(=O)OC